8-aminonaphthalene-1,3,6-trisulphonic acid disodium salt [Na+].[Na+].NC=1C=C(C=C2C=C(C=C(C12)S(=O)(=O)[O-])S(=O)(=O)[O-])S(=O)(=O)O